(2S,3R)-N-(7-methoxy-4-(1-methyl-3-phenyl-1H-pyrazol-4-yl)quinazolin-6-yl)-2,3-dimethyl-piperazine-1-carboxamide COC1=C(C=C2C(=NC=NC2=C1)C=1C(=NN(C1)C)C1=CC=CC=C1)NC(=O)N1[C@H]([C@H](NCC1)C)C